C1(CC1)S(=O)(=O)NC(CC1=NC(=CC=C1CN1CCCC12CCN(CC2)C(=O)O)C(F)(F)F)=O 1-((2-(2-(cyclopropanesulfonylamino)-2-oxoethyl)-6-(trifluoromethyl)pyridin-3-yl)methyl)-1,8-diazaspiro[4.5]decane-8-carboxylic acid